C(C1=CC=CC=C1)C=1C=NN(C1C1CCN(CC1)C)CC1=CC=C(C=C1)OCC(C)C 4-(4-benzyl-1-(4-isobutoxybenzyl)-1H-pyrazol-5-yl)-1-methylpiperidine